C1N(CC2=CC=CC=C12)C=1N=C2N(C(C1)=O)C=C(C=C2C(C)NC2=C(C(=O)OC(C)(C)C)C=CC=C2)C tert-butyl 2-((1-(2-(isoindolin-2-yl)-7-methyl-4-oxo-4H-pyrido[1,2-a]pyrimidin-9-yl)ethyl)amino)benzoate